C(C)(C)(C)C1=CC=C(C=C1)NC(C1=CC(=CC=C1)C#CC1=NC=CC=N1)=O N-(4-TERT-BUTYLPHENYL)-3-(2-PYRIMIDIN-2-YLETHYNYL)BENZAMIDE